tert-butyl 2-((S)-3-hydroxy-1-oxo-1-((pyrimidin-2-ylmethyl) amino) propan-2-yl)-1-oxo-2,5-diazaspiro[3.4]octane-5-carboxylate OC[C@@H](C(NCC1=NC=CC=N1)=O)N1C(C2(C1)N(CCC2)C(=O)OC(C)(C)C)=O